C1(=CC=C(C=C1)C=1N=NN(C1)C\C=C(/CN1CCOCC1)\C1=CC=CC=C1)C1=CC=CC=C1 (Z)-4-(4-(4-([1,1'-biphenyl]-4-yl)-1H-1,2,3-triazol-1-yl)-2-phenylbut-2-en-1-yl)morpholine